(S)-N-(5-(1-amino-2-cyclopropoxyethyl)-6-chloropyridazin-3-yl)pivalamide N[C@H](COC1CC1)C=1C=C(N=NC1Cl)NC(C(C)(C)C)=O